2,6-diazaspiro[3.4]octan-7-one p-toluenesulfonate CC1=CC=C(C=C1)S(=O)(=O)O.C1NCC12CNC(C2)=O